C(=O)C1=CC(=C(OCC2=CC=C(C(=O)N(C)C)C=C2)C=C1)OC 4-((4-Formyl-2-methoxyphenoxy)methyl)-N,N-dimethylbenzamide